4-(1H-pyrrolo[2,3-c]pyridin-5-yl)piperazine-1-carboxylic acid tert-butyl ester C(C)(C)(C)OC(=O)N1CCN(CC1)C=1C=C2C(=CN1)NC=C2